C(C)(=O)OCCCCCCC heptan-yl acetate